ClC=1C=C(C2=C(C(=CO2)COC2=C(C=CC=C2)CC(=O)OCC)C1)NCC1COCC1 ethyl 2-(2-((5-chloro-7-(((tetrahydrofuran-3-yl)methyl)amino)benzofuran-3-yl)methoxy)phenyl)acetate